tert-butyl 3-((1-(1-((2-cyclopropyl-4-(trifluoromethyl)phenyl)amino)-2-methyl-1-oxopropan-2-yl)-4,6-dihydropyrrolo[3,4-c]pyrazol-5(1H)-yl)methyl)azetidine-1-carboxylate C1(CC1)C1=C(C=CC(=C1)C(F)(F)F)NC(C(C)(C)N1N=CC2=C1CN(C2)CC2CN(C2)C(=O)OC(C)(C)C)=O